O1C(=C(OC(=C1)N)N)N dioxintriamine